5-(2-aminopropan-2-yl)pyridin-2-amine NC(C)(C)C=1C=CC(=NC1)N